3-iodo-1-(4-methoxycyclohexyl)pyrazolo[3,4-d]pyrimidin-4-amine IC1=NN(C2=NC=NC(=C21)N)C2CCC(CC2)OC